1-trimethoxysilyl-2-(dimethylamino)(trimethoxysilylpropylamino)methylsilyl-ethylene CO[Si](C(=CN(C)C)[SiH2]CNCCC[Si](OC)(OC)OC)(OC)OC